4-(3-(4-(2-bromoethoxy)-3-ethylphenyl)-4,4-dimethyl-5-oxo-2-thioxoimidazol-1-yl)-2-(trifluoromethyl)benzonitrile BrCCOC1=C(C=C(C=C1)N1C(N(C(C1(C)C)=O)C1=CC(=C(C#N)C=C1)C(F)(F)F)=S)CC